C1(O)=CC=C(O)C=C1 (30s)-hydroquinone